BrC=1C(N(C(=NC1O)CCCC)C1=C(C=CC=C1OC)OC)=O 5-bromo-2-butyl-3-(2,6-dimethoxyphenyl)-6-hydroxypyrimidin-4(3H)-one